5-(5-(7-ethyl-7H-imidazo[4,5-c]pyridazin-4-yl)-2-fluorophenyl)-4-methoxy-2-methyl-2,3-Dihydrobenzo[d]isothiazole-1,1-dioxide C(C)N1C=NC2=C1N=NC=C2C=2C=CC(=C(C2)C=2C=CC1=C(CN(S1(=O)=O)C)C2OC)F